C(C=C)(=O)N1CC(C1)C#CC1=CC2=C(OC[C@@H](C(N2C)=O)NC(C(=O)N[C@H](C)C2=CC=CC=C2)=O)C=C1 N1-((S)-7-((1-acryloylazetidin-3-yl)ethynyl)-5-methyl-4-oxo-2,3,4,5-tetrahydrobenzo[b][1,4]oxazepin-3-yl)-N2-((R)-1-phenylethyl)oxalamide